ethyl 4-hydroxytetrahydrofuran-2-carboxylate OC1CC(OC1)C(=O)OCC